CNC1=CC(=NC(=C1)SC)C1=CNC2=CN=C(C=C21)NC(C)=O N-(3-(4-(methylamino)-6-(methylthio)pyridin-2-yl)-1H-pyrrolo[2,3-c]pyridin-5-yl)acetamide